N2,N2',N7,N7'-tetrakis(4-methoxyphenyl)-9,9'-spirobi[fluorene]-2,2',7,7'-tetraamine COC1=CC=C(C=C1)NC1=CC=2C3(C4=CC(=CC=C4C2C=C1)NC1=CC=C(C=C1)OC)C1=CC(=CC=C1C=1C=CC(=CC13)NC1=CC=C(C=C1)OC)NC1=CC=C(C=C1)OC